C(C=C)(=O)N1CCN(CC1)C1=C(C(N(C2=NC(=C(C=C12)Cl)C1=C(C=CC=C1F)N)C=1C(=NC=CC1C)C(C)C)=O)C#N (4-Acryloylpiperazin-1-yl)-7-(2-amino-6-fluorophenyl)-6-chloro-1-(2-isopropyl-4-methylpyridin-3-yl)-2-oxo-1,2-dihydro-1,8-naphthyridine-3-carbonitrile